ClC=1C=C(C=CC1)NC1=NC=NC2=CC=C(C=C12)C=1C=C(C(=NC1)OC)N(S(=O)(=O)C)S(=O)(=O)C N-(5-(4-((3-chlorophenyl)amino)quinazolin-6-yl)-2-methoxypyridin-3-yl)-N-(methylsulfonyl)methanesulfonamide